(S)-2-methyl-N-[(1S)-1-(pyrimidin-5-yl)ethyl]propane-2-sulfinamide CC(C)(C)[S@](=O)N[C@@H](C)C=1C=NC=NC1